CC1=NC=C(C(=C1)C=1NC2=CC=C(C=C2C1C(C)C)C1CCN(CC1)C(C)C)C 2-(2,5-dimethylpyridin-4-yl)-3-isopropyl-5-(1-isopropylpiperidin-4-yl)-1H-indole